6-[3-ethylsulfonyl-5-(2,2,2-trifluoroethoxy)-2-pyridyl]-2,2-difluoro-5H-[1,3]dioxolo[4,5-f]isoindol-7-one C(C)S(=O)(=O)C=1C(=NC=C(C1)OCC(F)(F)F)N1CC=2C=C3C(=CC2C1=O)OC(O3)(F)F